BrC=1C(=C2C=CNC2=CC1)NC(=O)C1(CC1)C(F)F N-(5-bromo-1H-indol-4-yl)-1-(difluoromethyl)cyclopropanecarboxamide